3-chloro-5-methyl-5H-pyrrolo[3,2-c]pyridazine ClC1=CC2=C(N=N1)C=CN2C